7-(5-Chloro-2-(2-(5-cyano-6-((1-(2,2-difluorobutyl)piperidin-4-yl)(methyl)amino)-2-methyl-4-oxopyrido[3,4-d]pyrimidin-3(4H)-yl)ethoxy)phenyl)thieno[3,2-b]pyridine-3-carboxylic acid ClC=1C=CC(=C(C1)C1=C2C(=NC=C1)C(=CS2)C(=O)O)OCCN2C(=NC1=C(C2=O)C(=C(N=C1)N(C)C1CCN(CC1)CC(CC)(F)F)C#N)C